1-Isopropyl-5-methoxy-1H-benzo[g]indazol-3(2H)-on C(C)(C)N1NC(C2=CC(=C3C(=C12)C=CC=C3)OC)=O